N,N,N',N'-tetraglycidyl-1,3-bis(2-trifluoromethyl-4-aminophenoxy)benzene C(C1CO1)N(C1=CC(=C(OC2=CC(=CC=C2)OC2=C(C=C(C=C2)N(CC2CO2)CC2CO2)C(F)(F)F)C=C1)C(F)(F)F)CC1CO1